N-[(4-fluorophenyl)methyl]-N-(1-methyl-4-piperidinyl)-N'-[4-(2-methylpropoxy)phenyl]methyl-urea FC1=CC=C(C=C1)CN(C(=O)NCC1=CC=C(C=C1)OCC(C)C)C1CCN(CC1)C